ClC=1C(=C(C(=CC1)C(F)F)C1=CN=C(C(=N1)C(=O)NC=1C=NN(C1)[C@@H](C)C=1C=NC(=NC1)N1C([C@@H]2C[C@@H]2C1)=O)COC)F 6-(3-chloro-6-(difluoromethyl)-2-fluorophenyl)-3-(methoxymethyl)-N-(1-((S)-1-(2-((1r,5S)-2-oxo-3-azabicyclo[3.1.0]hex-3-yl)pyrimidin-5-yl)ethyl)-1H-pyrazol-4-yl)pyrazine-2-carboxamide